ClC1=C2C(=NC=C1)CN(C2)S(=O)(=O)C 4-chloro-6-methylsulfonyl-5,7-dihydropyrrolo[3,4-b]Pyridine